N1=CC(=C2OCCCN21)C=2C(=NC(=CN2)CCCOC)N2CCC(CC2)C(=O)O 1-(3-(6,7-dihydro-5H-pyrazolo[5,1-b][1,3]oxazin-3-yl)-6-(3-methoxypropyl)pyrazin-2-yl)piperidine-4-carboxylic acid